4-(4-benzyl-6,7-dichlorophthalazin-1-yl)piperazine-1-carboxylic acid tert-butyl ester C(C)(C)(C)OC(=O)N1CCN(CC1)C1=NN=C(C2=CC(=C(C=C12)Cl)Cl)CC1=CC=CC=C1